OC1(CCC(CC1)C1CC12N(CCC(C2)C(=O)N)C(=O)C2=NNC(=C2)C2=NC=NC(=C2)C)C(F)(F)F ((1r,4R)-4-hydroxy-4-(trifluoromethyl)cyclohexyl)-4-(5-(6-methylpyrimidin-4-yl)-1H-pyrazole-3-carbonyl)-4-azaspiro[2.5]octane-7-carboxamide